bromo-dioxolane BrC1OCCO1